(3'R)-4'-bromo-2',2',3'-trifluoro-7'-(trifluoromethylsulfanyl)spiro[1,3-dioxolane-2,1'-indane] BrC1=C2[C@H](C(C3(C2=C(C=C1)SC(F)(F)F)OCCO3)(F)F)F